BrC1=C(C=CC=C1)C1=CC=C(C=C1)C1=NC=CC=C1 2-(2'-bromo-[1,1'-biphenyl]-4-yl)pyridine